C(C)(C)(C)OC(CN=CC1=CC=CC=C1)=O N-(phenylmethylene)glycine tert-butyl ester